7-methoxy-1-((5-oxopyrrolidin-2-yl)methoxy)isoquinoline-6-carbonitrile COC1=C(C=C2C=CN=C(C2=C1)OCC1NC(CC1)=O)C#N